FC(F)(F)C1=C(C(=N)N)C=CC=C1 Trifluoromethylbenzamidine